N1=CNC2=C1C=CC(=C2)C(=O)N 3H-benzimidazole-5-carboxamide